7-fluoro-3-formyl-4-methoxybenzo[b]thiophene-2-carboxylic acid ethyl ester C(C)OC(=O)C1=C(C2=C(S1)C(=CC=C2OC)F)C=O